4-chloro-6-((4-(methylsulfonyl)phenyl)amino)-1,7-naphthyridine-3-carbonitrile ClC1=C(C=NC2=CN=C(C=C12)NC1=CC=C(C=C1)S(=O)(=O)C)C#N